(7S)-7-(3,3-difluoropiperidin-4-yl)-2-(4-phenoxyphenyl)-4,5,6,7-tetrahydropyrazolo[1,5-a]pyrimidine-3-carboxamide FC1(CNCCC1[C@@H]1CCNC=2N1N=C(C2C(=O)N)C2=CC=C(C=C2)OC2=CC=CC=C2)F